OC(CC1=NSC(=N1)NC(=O)C1=C(SC(=C1)C1=CC(=CC=C1)C(F)(F)F)C)C N-(3-(2-hydroxypropyl)-1,2,4-thiadiazol-5-yl)-2-methyl-5-(3-(trifluoromethyl)phenyl)thiophene-3-carboxamide